C[C@@]1(C(NC(CC1)=O)=O)N1C(C2=CC=C(C=C2C1=O)C(=O)O)=O (R)-2-(3-methyl-2,6-dioxopiperidin-3-yl)-1,3-dioxoisoindoline-5-carboxylic acid